C1=C(C=CC=2OC3=C(C21)C=CC=C3)[C@@H](C)NC3=C(N=C(N(C3=O)CC(=O)OCC)C3=CC=CC=C3)C Ethyl (R)-2-(5-((1-(dibenzo[b,d]furan-2-yl)ethyl)amino)-4-methyl-6-oxo-2-phenylpyrimidin-1(6H)-yl)acetate